3-{5-[(3-chloro-2-fluorophenyl)sulfonyl]-2-methylpyrimidin-4-yl}-5-(2-chloro-4-methylbenzyl)-5,6-dihydro-4H-1,2,4-oxadiazine ClC=1C(=C(C=CC1)S(=O)(=O)C=1C(=NC(=NC1)C)C1=NOCC(N1)CC1=C(C=C(C=C1)C)Cl)F